7-(8-chloronaphthalen-1-yl)-4-(4-((2,3,5,6-tetrafluoro-4-nitrophenyl)sulfonyl)piperazin-1-yl)-5,6,7,8-tetrahydropyrido[3,4-d]pyrimidine ClC=1C=CC=C2C=CC=C(C12)N1CC=2N=CN=C(C2CC1)N1CCN(CC1)S(=O)(=O)C1=C(C(=C(C(=C1F)F)[N+](=O)[O-])F)F